COC=1C=C(C=CC1)S(=O)(=O)OC1=C(C=CC=C1)NC(=O)NC1=CC=C(C=C1)OS(=O)(=O)C1=CC(=CC=C1)OC N-[2-(m-methoxybenzenesulfonyloxy)phenyl]-N'-[4-(m-methoxybenzenesulfonyloxy)phenyl]urea